C(C=C)C(C(=O)[O-])(C)C1CCCCC1 ALLYLCYCLOHEXYLPROPIONAT